C(C)(C)N1CCN(CC1)CCN(C(OC(C)(C)C)=O)C1CCN(CC1)C1=CC(=CC=C1)C=1NC2=CC=C(C=C2C1)S(F)(F)(F)(F)F tert-butyl (2-(4-isopropylpiperazin-1-yl)ethyl)(1-(3-(5-(pentafluoro-λ6-sulfanyl)-1H-indol-2-yl)phenyl)piperidin-4-yl)carbamate